ClC1=CC(=C(C=C1)[C@H]1OC2=C(OC1)C=CC=C2C2CCN(CC2)CC2=NC1=C(N2C)C=C(C=C1OCCF)C(=O)O)F (R)-2-((4-(3-(4-chloro-2-fluorophenyl)-2,3-dihydrobenzo[b][1,4]dioxin-5-yl)piperidin-1-yl)methyl)-4-(2-fluoroethoxy)-1-methyl-1H-benzo[d]imidazole-6-carboxylic acid